FC=1C=C(C=C(C1F)C=1C=NN(C1)C)O 3,4-difluoro-5-(1-methyl-1H-pyrazol-4-yl)phenol